NC1=C(C2=C(S1)C=CC(=C2C=2C1=C(C=3C(=NC(=NC3C2Cl)N2C[C@H](CC2)N(C)C)NCC=2N=NC=CC2)COC1)F)C#N 2-Amino-4-(5-chloro-3-((S)-3-(dimethylamino)pyrrolidin-1-yl)-1-((pyridazin-3-ylmethyl)amino)-7,9-dihydrofuro[3,4-f]quinazolin-6-yl)-5-fluorobenzo[b]thiophene-3-carbonitrile